1-Benzyl 3-fluoro-4-(methylamino)piperidine-1-carboxylate FC1CN(CCC1NC)C(=O)OCC1=CC=CC=C1